NC=1C(=C(C(=CC1NCC(F)(F)F)Br)C(=O)C1=C(C=CC(=C1)F)Cl)Br {3-amino-2,6-dibromo-4-[(2,2,2-trifluoroethyl)amino]phenyl}(2-chloro-5-fluorophenyl)methanone